6-(5-((tert-Butyldimethylsilyl)oxy)-2-methylphenyl)benzo[d]thiazol-2-amine [Si](C)(C)(C(C)(C)C)OC=1C=CC(=C(C1)C1=CC2=C(N=C(S2)N)C=C1)C